CS(=O)(=O)C1NCC12CNCCC2 methanesulfonyl-2,6-diazaspiro[3.5]nonane